N1=CC=C(C=C1)C=1N=C(C2=C(N1)C=NC=C2)NC(C(F)(F)F)CC2=CC=CC=C2 2-(pyridin-4-yl)-N-(1,1,1-trifluoro-3-phenylprop-2-yl)pyrido[3,4-d]Pyrimidin-4-amine